N[C@H](C(=O)N1[C@H]2C[C@H]2C[C@H]1C#N)C12CC3(C[C@@H](CC(C1)C3)C2)OCCO (1S,3S,5S)-2-((2S)-2-amino-2-((1S,3r,5S)-3-(2-hydroxyethoxy)adamantan-1-yl)acetyl)-2-azabicyclo[3.1.0]hexane-3-carbonitrile